C[Si](C#CC1=CC=C(C=C1)B1OC(C(O1)(C)C)(C)C)(C)C trimethyl((4-(4,4,5,5-tetramethyl-1,3,2-dioxaborolan-2-yl)phenyl)ethynyl)silane